tert-butyl 4-(4-bromo-2-(tert-butylamino)phenyl)piperidine-1-carboxylate BrC1=CC(=C(C=C1)C1CCN(CC1)C(=O)OC(C)(C)C)NC(C)(C)C